COC1=C(CN2[C@@H](CC3(OCCC4=C3SC(=C4)C(F)(F)F)CC2)C#C)C=CC(=C1)OC (2S)-1-(2,4-dimethoxybenzyl)-2-ethynyl-2'-(trifluoromethyl)-4',5'-dihydrospiro[piperidine-4,7'-thieno[2,3-C]pyran]